N[C@@H](C[C@H]1C(NCC1)=O)C(COC1=C(C(=C(C(=C1F)F)C(C)O)F)F)=O (3S)-3-((2S)-2-amino-3-oxo-4-(2,3,5,6-tetrafluoro-4-(1-hydroxyethyl)phenoxy)butyl)pyrrolidin-2-one